4-(ethoxycarbonyl)-3-hydroxy-1-phenylpyridazin-1-ium-5-ol C(C)OC(=O)C1=C(N=[N+](C=C1O)C1=CC=CC=C1)O